ClC=1C=C(C=NC1C)OCC(=O)N[C@H]1CO[C@@H](CC1)C=1OC(=NN1)C1=CC=C(C=C1)Cl 2-[(5-chloro-6-methylpyridin-3-yl)oxy]-N-[(3R,6S)-6-[5-(4-chlorophenyl)-1,3,4-oxadiazol-2-yl]oxan-3-yl]acetamide